ClC=1C=C(C=NC1N1N=CC(=N1)C(O[Si](C(C)(C)C)(C)C)CO[Si](C(CCCCCCC)(C)C)(C)C)N 5-chloro-6-(4-(2,2,3,3,8,8,9,9-octamethyl-4,7-dioxa-3,8-disilahexadecan-5-yl)-2H-1,2,3-triazol-2-yl)pyridin-3-amine